N1(CCCC1)C=1C=CC=CC1 3-(pyrrolidin-1-yl)benzene